(R)-(5-(7,8-dihydro-1,6-naphthyridin-6(5H)-yl)naphthalen-2-yl)(3-methylpyrrolidin-1-yl)methanone N1=CC=CC=2CN(CCC12)C1=C2C=CC(=CC2=CC=C1)C(=O)N1C[C@@H](CC1)C